C(#N)C=1C=CC(=NC1)NC1CCC(CC1)NC=1C=CC(=C(C1)NC(C=C)=O)N1CCC(CC1)N(C)C N-(5-(((1r,4r)-4-((5-cyanopyridin-2-yl)amino)cyclohexyl)amino)-2-(4-(dimethylamino)piperidin-1-yl)phenyl)acrylamide